C[15N](C(C)=O)C N,N-dimethylacetamide-15N